FC(C1=CC=CC=2N1N=C(C2)[C@H]2N(CCC1=C2N=CN1)C=1OC(=NN1)C1=NC=CC=C1)F (S)-2-(4-(7-(difluoromethyl)pyrazolo[1,5-a]pyridin-2-yl)-6,7-dihydro-1H-imidazo[4,5-c]pyridin-5(4H)-yl)-5-(pyridin-2-yl)-1,3,4-oxadiazole